O=C1N(C2=C3C(=NC=C2C=C1)C=CC=C3)C3=CC(=CC=C3)C(F)(F)F 2-oxo-1-[3-(trifluoromethyl)phenyl]-1,2-dihydrobenzo[h][1,6]naphthyridine